(S)-3-chloro-4-((3,5-difluoropyridin-2-yl)methoxy-d2)-5',6-dimethyl-2'-(3-(2-(2-carbonylpyrrolidin-1-yl)propan-2-yl)-1H-pyrazol-1-yl)-2H-[1,4'-bipyridin]-2-one ClC=1C(N(C(=CC1OC([2H])([2H])C1=NC=C(C=C1F)F)C)C1=CC(=NC=C1C)N1N=C(C=C1)C(C)(C)N1C(CCC1)=C=O)=O